O1CCC(CC1)CN1C(=CC2=CC=CC=C12)C=O 1-((tetrahydro-2H-pyran-4-yl)methyl)-1H-indole-2-carbaldehyde